OC1=C(CNC12COCC2)C(=O)OC methyl 4-hydroxy-7-oxa-1-azaspiro[4.4]non-3-ene-3-carboxylate